2-[[2-[2-[tert-butyl(dimethyl)silyl]oxyethoxy]-4,6-difluoro-phenyl]methyl]-N,N-diethyl-thiophene-3-carboxamide [Si](C)(C)(C(C)(C)C)OCCOC1=C(C(=CC(=C1)F)F)CC=1SC=CC1C(=O)N(CC)CC